NC1=NC2=CC(=C(C=C2C=C1CO[Si](C)(C)C(C)(C)C)C(=O)N(C1COC2=C1C=CC(=C2)C(F)(F)F)CC2(CC2)C)F 2-amino-3-(((tert-butyldimethylsilyl)oxy)methyl)-7-fluoro-N-((1-methylcyclopropyl)methyl)-N-(6-(trifluoromethyl)-2,3-dihydrobenzofuran-3-yl)quinoline-6-carboxamide